NC1N(CC12C1=C(CS2)SC=C1C#N)C1=C2N=CN(C2=NC(=N1)Cl)CC=1C(=NC=CC1)NCC1=C(C=C(C=C1)OC)OC amino-1'-[2-chloro-9-[[2-[(2,4-dimethoxyphenyl)methylamino]-3-pyridyl]methyl]purin-6-yl]spiro[6H-thieno[2,3-c]thiophene-4,3'-azetidine]-3-carbonitrile